(3R,6S)-1-(2-(2-chloro-4-fluorophenyl)acetyl)-6-methylpiperidine-3-carboxylic acid ethyl ester C(C)OC(=O)[C@H]1CN([C@H](CC1)C)C(CC1=C(C=C(C=C1)F)Cl)=O